OC[C@H]1CC[C@H]2N1CCN(C2)C(C)=O 1-[(6R,8aR)-6-(hydroxymethyl)-3,4,6,7,8,8a-hexahydro-1H-pyrrolo[1,2-a]pyrazin-2-yl]ethanone